1-[4-(5-Hydroxypyridin-2-yl)-piperazin-1-yl]-5-phenylpentan-1-one hydrochloride Cl.OC=1C=CC(=NC1)N1CCN(CC1)C(CCCCC1=CC=CC=C1)=O